ClC1=CC=C(CN2[C@]3(CCN(C3)C(=O)C3CCC3)C(N(CC2=O)C2=C(C=C(C#N)C=C2)F)=O)C=C1 (S)-4-(6-(4-chlorobenzyl)-2-(cyclobutanecarbonyl)-7,10-dioxo-2,6,9-triazaspiro[4.5]decan-9-yl)-3-fluorobenzonitrile